6-fluoro-N~2~-(2-methoxyphenyl)-7-(8-methyl-2,3-dihydro-1H-pyrido[2,3-b][1,4]oxazin-7-yl)quinazoline-2,5-diamine FC1=C(C=2C=NC(=NC2C=C1C1=C(C2=C(OCCN2)N=C1)C)NC1=C(C=CC=C1)OC)N